ClC1=CC=C(C=N1)N1C(=NC(=C1C)C#C)C(=O)N 1-(6-Chloropyridin-3-yl)-4-ethynyl-5-methyl-1H-imidazole-2-carboxamide